C1(CCC1)C1=NOC(=N1)C1=C2C(=NC=C1)N(C(N2C2CN(C2)C(C(=C)F)=O)=O)C2=CC=C(C=C2)C(F)(F)F 7-(3-cyclobutyl-1,2,4-oxadiazol-5-yl)-1-[1-(2-fluoroacryloyl)azetidin-3-yl]-3-[4-(trifluoromethyl)phenyl]-2,3-dihydro-1H-imidazo[5,4-b]pyridin-2-one